2-(((2-methyl-6-(3-methyl-4-(phenylsulfonamido)isoxazol-5-yl)pyridin-3-yl)oxy)methyl)cyclohexane-1-carboxylic acid CC1=NC(=CC=C1OCC1C(CCCC1)C(=O)O)C1=C(C(=NO1)C)NS(=O)(=O)C1=CC=CC=C1